CC(CCCCCCCCCCCCCC)CCCC(CCCCCCCCCCCCCCCCCCCC)C 15,19-Dimethylnonatriacontane